BrCC=1C(=NOC1C1CC1)C1=C(C=CC=C1)F 4-(bromomethyl)-5-cyclopropyl-3-(2-fluorophenyl)-isoxazole